Fluoro-4-thiaoleic acid FC=1SC=C(C1)C(=O)O